2-(3-Isopropylbicyclo[1.1.1]pentan-1-yl)-4,4-dimethylcyclohex-1-enecarbonitrile C(C)(C)C12CC(C1)(C2)C2=C(CCC(C2)(C)C)C#N